O=C1O[C@H]2[C@@H](N1C(=O)OC(C)(C)C)C[C@@H](C2)C(=O)OC O3-tert-Butyl O5-methyl (3aS,5S,6aR)-2-oxo-4,5,6,6a-tetrahydro-3aH-cyclopenta[d]oxazole-3,5-dicarboxylate